trans-methyl 4-(4-hydroxy-2-oxopyrimidin-1(2H)-yl)cyclohexane-1-carboxylate OC1=NC(N(C=C1)[C@@H]1CC[C@H](CC1)C(=O)OC)=O